2-(4-(8-(but-3-en-1-yloxy)imidazo[1,2-a]pyrazin-6-yl)pyridin-2-yl)-N-ethylpropan-2-amine C(CC=C)OC=1C=2N(C=C(N1)C1=CC(=NC=C1)C(C)(C)NCC)C=CN2